4-Fluoronaphthalen FC1=CC=CC2=CC=CC=C12